CC(C)(COP(=O)([O-])OP(=O)([O-])OC[C@@H]1[C@H]([C@H]([C@@H](O1)N2C=NC3=C(N=CN=C32)N)O)OP(=O)([O-])[O-])[C@H](C(=O)NCCC(=O)NCCSC(=O)CCCCCCC/C=C\\C/C=C\\CCCCCO)O The molecule is a polyunsaturated fatty acyl-CoA(4-) obtained by deprotonation of the phosphate and diphosphate OH groups of (9Z,12Z)-18-hydroxyoctadecadienoyl-CoA; major species at pH 7.3. It is a long-chain fatty acyl-CoA(4-), an omega-hydroxy fatty acyl-CoA(4-) and a polyunsaturated fatty acyl-CoA(4-). It is a conjugate base of a (9Z,12Z)-18-hydroxyoctadecadienoyl-CoA.